C(CCCCCCCCCCCCC)(=O)OCC(OC(CCCCCCCCCCCCC)=O)COC(CCCCCCCCCCCCC)=O glycerol trimyristate